7-CHLORO-5-METHYL-1H-INDOLE-2-CARBOXALDEHYDE ClC=1C=C(C=C2C=C(NC12)C=O)C